1-(3,5-dimethylphenyl)-5-amino-1H-pyrazole-4-carboxylic acid ethyl ester C(C)OC(=O)C=1C=NN(C1N)C1=CC(=CC(=C1)C)C